3-bromo-6-chloro-2-fluoro-5-(trifluoromethyl)phenol BrC=1C(=C(C(=C(C1)C(F)(F)F)Cl)O)F